C1(CCCCC1)CN1C=NC(=C1)C=1C(=C(C(=CC1)O)C1=CC(NS1(=O)=O)=O)F 5-(3-(1-(cyclohexylmethyl)-1H-imidazol-4-yl)-2-fluoro-6-hydroxyphenyl)isothiazol-3(2H)-one 1,1-dioxide